(S)-N-((S)-1'-(6-chloropyrido[2,3-b]pyrazin-2-yl)-1,3-dihydrospiro[indene-2,4'-piperidin]-1-yl)-2-methylpropane-2-sulfinamide ClC=1C=CC=2C(=NC=C(N2)N2CCC3(CC2)[C@@H](C2=CC=CC=C2C3)N[S@@](=O)C(C)(C)C)N1